(2,6-Dioxopiperidin-3-yl)-5-((3-(4-(quinoxalin-2-yl)-1H-pyrazol-1-yl)cyclobutyl)amino)isoindoline-1,3-dione O=C1NC(CCC1N1C(C2=CC=C(C=C2C1=O)NC1CC(C1)N1N=CC(=C1)C1=NC2=CC=CC=C2N=C1)=O)=O